1-[6-[6-[(6-methylpyridazin-3-yl)amino]benzimidazol-1-yl]-2-[rac-trans-2,3,3a,5,6,6a-hexahydro-1H-pyrrolo[3,2-b]pyrrol-4-yl]-3-pyridyl]ethanone CC1=CC=C(N=N1)NC=1C=CC2=C(N(C=N2)C2=CC=C(C(=N2)N2CC[C@H]3NCC[C@@H]32)C(C)=O)C1 |r|